[3-(azetidin-3-yl)-6-(2-chloro-5-fluorophenyl)-2-methyl-8-oxo-7,8-dihydro-6H-pyrrolo[4,3-g]indazol-5-yl]-5-fluoro-3-(trifluoromethyl)benzamide N1CC(C1)C=1N(N=C2C3=C(C(=CC12)C1=C(C(=O)N)C=C(C=C1C(F)(F)F)F)C(NC3=O)C3=C(C=CC(=C3)F)Cl)C